ClC1=C(C=C(C=C1)OC)C=1SC=CC1 2-(2-chloro-5-methoxyphenyl)thiophene